CN(C=1C=CC=C2C1N=N[Se]2)C N,N-dimethylbenzoselenadiazol-4-amine